C(C)(C)(C)OC(=O)N1C[C@@H](N(CC1)C=1C2=C(N=CN1)N(C=C2)[C@@H]2C[C@@H](CCC2)C#N)C (S)-4-(7-(cis-3-cyanocyclohexyl)-7H-pyrrolo[2,3-d]pyrimidin-4-yl)-3-methylpiperazine-1-carboxylic acid tert-butyl ester